N1C=C(C2=CC=CC=C12)\C=C\1/C(NC2=CC=C(C=C12)C1=C(C2=C(OCCN2)N=C1)C)=O (Z)-3-((1H-indol-3-yl)methylene)-5-(8-methyl-2,3-dihydro-1H-pyrido[2,3-b][1,4]oxazin-7-yl)indolin-2-one